dipentaerythritol tetraisostearate C(CCCCCCCCCCCCCCC(C)C)(=O)OCC(COC(CCCCCCCCCCCCCCC(C)C)=O)(COCC(COC(CCCCCCCCCCCCCCC(C)C)=O)(COC(CCCCCCCCCCCCCCC(C)C)=O)CO)CO